(4-(2-(((4-chloro-6-methylpyridin-2-yl)methyl)amino)ethyl)-2,5-dimethoxyphenyl)(imino)(methyl)-λ6-sulfanone ClC1=CC(=NC(=C1)C)CNCCC1=CC(=C(C=C1OC)S(=O)(C)=N)OC